1,1'-([1,1'-biphenyl]-4,4'-diyl)bis{2,4-diamino-3-[(E)-diazenyl]naphthalene-1-sulfonic acid} C1(=CC=C(C=C1)C1(C(C(=C(C2=CC=CC=C12)N)\N=N\[H])N)S(=O)(=O)O)C1=CC=C(C=C1)C1(C(C(=C(C2=CC=CC=C12)N)\N=N\[H])N)S(=O)(=O)O